FC=1C(=CC=C2N=C3C(C4=C(C(C3=NC12)=O)N=CC=C4)=O)N4CCC(CC4)C 10-Fluoro-9-(4-methylpiperidin-1-yl)pyrido[2,3-b]phenazin-5,12-dion